6'-(((1S,3S)-3-((6-Cyclopropyl-1,2,4-triazin-3-yl)amino)cyclopentyl)amino)-2-oxo-2H-[1,3'-bipyridine]-3-carbonitrile C1(CC1)C1=CN=C(N=N1)N[C@@H]1C[C@H](CC1)NC1=CC=C(C=N1)N1C(C(=CC=C1)C#N)=O